1-ethyl-3-(4,4,5,5-tetramethyl-1,3,2-dioxaborolan-2-yl)pyrazole C(C)N1N=C(C=C1)B1OC(C(O1)(C)C)(C)C